4-((5-Chloro-2-((6-methoxy-1,1,2-trimethyl-1,2,3,4-tetrahydroisoquinolin-7-yl)amino)pyrimidin-4-yl)amino)-3-(dimethylphosphoryl)phenyl sulfurofluoridate dihydrochloride Cl.Cl.S(OC1=CC(=C(C=C1)NC1=NC(=NC=C1Cl)NC1=C(C=C2CCN(C(C2=C1)(C)C)C)OC)P(=O)(C)C)(=O)(=O)F